BrCC1=CC=C(C=C1)C1=CC=C(C=C1)CBr 4,4'-bis(bromomethyl)-1,1'-biphenyl